FC(OC1=CC=C(N=N1)CC=1OC=C(N1)C(=O)OCC)F ethyl 2-((6-(difluoromethoxy)pyridazin-3-yl)methyl)oxazole-4-carboxylate